C(C(C)C)(=O)OC[C@H]1O[C@@]([C@@H]([C@@H]1O)O)(C#N)C1=CC=C2C(=NC=NN21)NC([C@H](CC2=CC=C(C=C2)F)N)=O ((2R,3S,4R,5R)-5-(4-((S)-2-amino-3-(4-fluorophenyl)propanamido)pyrrolo[2,1-f][1,2,4]triazin-7-yl)-5-cyano-3,4-dihydroxytetrahydrofuran-2-yl)methyl isobutyrate